methyl(3,4-dimethylphenyl)carbamate COC(NC1=CC(=C(C=C1)C)C)=O